FC=1C=C2C(=NC1NC1=C3CCCC3=CC(=C1)OC)NN=C2N 5-fluoro-N6-(6-methoxy-2,3-dihydro-1H-inden-4-yl)-1H-pyrazolo[3,4-b]pyridine-3,6-diamine